1-benzyl-5-fluoro-1H-Indazole-6-carboxylic acid hydroxyamide ONC(=O)C1=C(C=C2C=NN(C2=C1)CC1=CC=CC=C1)F